C1=CC=CC=2C3=CC=CC=C3N(C12)C1=CC=C(C=C1)C=1C(=C(C(=C(C1C1=CC=C(C=C1)N1C2=CC=CC=C2C=2C=CC=CC12)C1=CC=C(C=C1)N1C2=CC=CC=C2C=2C=CC=CC12)C1=CC=C(C=C1)N1C2=CC=CC=C2C=2C=CC=CC12)C#N)C1=NC(=NC(=C1)C1=CC=CC=C1)C1=CC=CC=C1 5',6'-bis(4-(9H-carbazol-9-yl)phenyl)-4,4''-di(9H-carbazol-9-yl)-4'-(2,6-diphenylpyrimidin-4-yl)-[1,1':2',1''-terphenyl]-3'-carbonitrile